(Z)-5-(4-hydroxy-3,5-dimethylbenzylidene)-1-(4-methoxyphenyl)pyrimidine-2,4,6(1H,3H,5H)-trione OC1=C(C=C(\C=C/2\C(NC(N(C2=O)C2=CC=C(C=C2)OC)=O)=O)C=C1C)C